3-[6-(3,3-Difluoro-4-piperidyl)-5-fluoro-1-methyl-indazol-3-yl]piperidine-2,6-dione FC1(CNCCC1C1=C(C=C2C(=NN(C2=C1)C)C1C(NC(CC1)=O)=O)F)F